[N+](=O)([O-])C1=CC=C(C=C1)C1=NC(=CC2=C1NC1=CC=CC=C21)N 1-(4-nitrophenyl)-9H-pyrido[3,4-b]indol-3-amine